N(C(=N)N)C1=NNC(=N1)C1=CC=CC=C1 3-guanidino-5-phenyl-1H-1,2,4-triazole